estrene chloride [Cl-].C[C@@]12C=CC[C@H]1[C@@H]1CCC3CCCC[C@@H]3[C@H]1CC2